C1=C2C(=CC=C1)NC=1C2=C2NC3=CC=CC=C3C2=CC1 5,12-dihydroindolo[3,2-a]carbazole